4-(1-(5-(5-isobutyryl-4,5,6,7-tetrahydro-3H-imidazo[4,5-c]pyridin-2-yl)-2,4-dimethyl-benzoyl)piperidin-4-yl)benzonitrile C(C(C)C)(=O)N1CC2=C(CC1)N=C(N2)C=2C(=CC(=C(C(=O)N1CCC(CC1)C1=CC=C(C#N)C=C1)C2)C)C